COC1=CC=C(C=C1)C1=CC=2C(=NC=C(C2)C=2C=C(SC2)C(=O)NCC(F)(F)F)N1 4-(2-(4-Methoxyphenyl)-1H-pyrrolo[2,3-b]pyridin-5-yl)-N-(2,2,2-trifluoroethyl)-thiophene-2-carboxamide